(Ra)-6-(4-Chloro-1-((R)-1-(3'-methoxy-[1,1'-biphenyl]-4-yl)ethyl)-1H-indazol-7-carboxamido)spiro[3.3]heptan ClC1=C2C=NN(C2=C(C=C1)C(=O)NC1CC2(CCC2)C1)[C@H](C)C1=CC=C(C=C1)C1=CC(=CC=C1)OC